[C@@H]1([C@H](O)[C@H](OP(=O)(O)OC[C@@H]2[C@H]([C@H]([C@@H](O2)N2C(=O)NC(=O)C=C2)OC)OP(=O)(O)OC[C@@H]2[C@H]([C@H]([C@@H](O2)N2C(=O)NC(=O)C=C2)O)OP(=O)(O)OC[C@@H]2[C@H]([C@H]([C@@H](O2)N2C(=O)N=C(N)C=C2)OC)OP(=O)(O)OC[C@@H]2[C@H]([C@H]([C@@H](O2)N2C(=O)NC(=O)C=C2)O)OP(=O)(O)OC[C@@H]2[C@H]([C@H]([C@@H](O2)N2C(=O)N=C(N)C=C2)OC)O)[C@@H](CO)O1)N1C=NC=2C(N)=NC=NC12 adenylyl-(3'→5')-2'-O-methyluridylyl-(3'→5')-uridylyl-(3'→5')-2'-O-methylcytidylyl-(3'→5')-uridylyl-(3'→5')-2'-O-methylcytidine